OC=C1C(CC(CC1=O)C1=C(C(=CC=C1)Cl)Cl)=O 2-(hydroxymethylene)-5-(2,3-dichlorophenyl)cyclohexane-1,3-dione